CC1(OCCC(C1)N[C@@H]1[C@H](CCCC1)CC=1C=C2CN(C(C2=CC1)=O)C1C(NC(CC1)=O)=O)C 3-(5-(((1R,2S)-2-((2,2-dimethyltetrahydro-2H-pyran-4-yl)amino)cyclohexyl)methyl)-1-oxoisoindolin-2-yl)piperidine-2,6-dione